3-(4-methoxyphenyl)-N-phenyl-N-(tetrahydrofuran-2-ylmethyl)prop-2-enamide COC1=CC=C(C=C1)C=CC(=O)N(CC1OCCC1)C1=CC=CC=C1